ClC=1C=C(C=CC1F)NC1=NC=NC2=CC(=C(C=C12)[N+](=O)[O-])OCCCCCC#C N-(3-chloro-4-fluorophenyl)-7-(hept-6-yn-1-oxy)-6-nitroquinazolin-4-amine